ClC1=CC2=C(N=N1)N(C=C2)CC2CCN(CC2)C(C)=O 1-[4-({3-Chloro-7H-pyrrolo[2,3-c]pyridazin-7-yl}methyl)piperidin-1-yl]ethan-1-one